FC1=CC=C(C=C1)C1=NOC(=C1COC1=NC=2CCN(CC2C=C1)C(=O)C1CCS(CC1)(=O)=O)C 4-(2-{[3-(4-fluorophenyl)-5-methyl-1,2-oxazol-4-yl]methoxy}-5,6,7,8-tetrahydro-1,6-naphthyridine-6-carbonyl)-1λ6-thiacyclohexane-1,1-dione